NC1=NC=NN2C1=CC=C2C=2[C@@H]([C@H](OCC2)[C@@H](CO)O)O (R)-1-((2S,3S)-4-(4-aminopyrrolo[2,1-f][1,2,4]triazin-7-yl)-3-hydroxy-3,6-dihydro-2H-pyran-2-yl)ethane-1,2-diol